(4-(3-(1-(2-bromo-4-fluorophenyl)-4-oxo-6-(trifluoromethyl)-1,4-dihydroquinazolin-3(2H)-yl)-6-methoxypyridin-2-yl)butyl)-carbamic acid tert-butyl ester C(C)(C)(C)OC(NCCCCC1=NC(=CC=C1N1CN(C2=CC=C(C=C2C1=O)C(F)(F)F)C1=C(C=C(C=C1)F)Br)OC)=O